2-(2-bromophenyl)-4,6-diphenyl-1,3,5-triazine BrC1=C(C=CC=C1)C1=NC(=NC(=N1)C1=CC=CC=C1)C1=CC=CC=C1